C1(=CC=CC=C1)N(C(OC1=C2N=CN(C2=NC(=N1)NC(C(C)C)=O)[C@@H]1O[C@]2(CN[C@@H]1[C@@H]2O[Si](C)(C)C)COC(C2=CC=CC=C2)(C2=CC=C(C=C2)OC)C2=CC=C(C=C2)OC)=O)C2=CC=CC=C2 [9-[(1R,3R,4R,7S)-1-[[bis(4-methoxyphenyl)-phenylmethoxy] methyl]-7-trimethylsiloxy-2-oxa-5-azabicyclo[2.2.1]heptan-3-yl]-2-(2-methylpropanoylamino) purin-6-yl] N,N-diphenylcarbamate